5-bromo-7-chloro-3,3-dimethyl-2,3-dihydro-1H-indol-2-one BrC=1C=C2C(C(NC2=C(C1)Cl)=O)(C)C